(S)-N-((4,6-dimethyl-2-oxo-1,2-dihydropyridin-3-yl)methyl)-1-(1-(1-(2-(3-mercaptopropanamido)ethyl)piperidin-4-yl)ethyl)-2-methyl-1H-indole-3-carboxamide CC1=C(C(NC(=C1)C)=O)CNC(=O)C1=C(N(C2=CC=CC=C12)[C@@H](C)C1CCN(CC1)CCNC(CCS)=O)C